ethyl 2-((3-hydroxyphenyl) thio)-2-methylpropionate OC=1C=C(C=CC1)SC(C(=O)OCC)(C)C